COC(C1=CC=C(C=C1)C(C)N1[C@@H](CN([C@H](C1)C)C1=C(C(N(C2=CC=C(N=C12)C#N)C)=O)C#N)C)=O 4-{1-[(2r,5s)-4-(3,6-dicyano-1-methyl-2-oxo-1,2-dihydro-1,5-naphthyridin-4-yl)-2,5-dimethylpiperazin-1-yl]ethyl}benzoic acid methyl ester